2-(((R)-1-(2-((R)-3,3-difluoro-4-methylpyrrolidin-1-yl)-3,7-dimethyl-4-oxo-4H-pyrido[1,2-a]pyrimidin-9-yl)ethyl)amino)benzoic acid FC1(CN(C[C@H]1C)C=1N=C2N(C(C1C)=O)C=C(C=C2[C@@H](C)NC2=C(C(=O)O)C=CC=C2)C)F